[(R)-4-bicyclo[4.2.0]octa-1,3,5-trienyl-[(2S,4R,3S,6R)-3,4,5-trihydroxytetrahydro furan-2-yl]methyl]4-phenylbenzoate C12=CC=C(C=C2CC1)[C@H]([C@H]1OC([C@@H]([C@@H]1O)O)O)OC(C1=CC=C(C=C1)C1=CC=CC=C1)=O